1-cyclopentadecanol C1(CCCCCCCCCCCCCC1)O